ClC1=C(C=CC=C1)C1=NN=C(S1)NC(C(=C)C1=CC=CC=C1)=O N-[5-(2-chlorophenyl)-1,3,4-thiadiazol-2-yl]-2-phenylacrylamide